9,9-dimethyl-7-nitro-2,3-dihydro-oxazolo[3,2-a]indol CC1(C2N(C=3C=CC(=CC13)[N+](=O)[O-])CCO2)C